ClC=1C=C(NC2(CCC3(C(CC4=CC=CC=C34)CC(C(C)C)COC=3C=NC=CC3)CC2)C(=O)O)C=CC1 (1r,4r)-4-(3-Chloroanilino)-2'-(3-methyl-2-{[(pyridin-3-yl)oxy]methyl}butyl)-2',3'-dihydrospiro[cyclohexane-1,1'-indene]-4-carboxylic acid